FC(C=1C(=C2CCN(CC2=C(C1)OS(=O)(=O)C(F)(F)F)C(=O)OC(C)(C)C)F)F tert-butyl 6-(difluoromethyl)-5-fluoro-8-(((trifluoromethyl)sulfonyl)oxy)-3,4-dihydroisoquinoline-2(1H)-carboxylate